FC1=C(C=C(C=C1)C(=O)OC)N1CCN(CC1)C(=O)OC(C)(C)C tert-butyl 4-(2-fluoro-5-(methoxycarbonyl)phenyl)piperazine-1-carboxylate